(6R,8aS)-6-{8-amino-1-[2-fluoro-4-(2,2,2-trifluoro-1-hydroxy-1-phenylethyl)phenyl]imidazo[1,5-a]pyrazin-3-yl}hexahydroindolizin-3(2H)-one NC=1C=2N(C=CN1)C(=NC2C2=C(C=C(C=C2)C(C(F)(F)F)(C2=CC=CC=C2)O)F)[C@H]2CN1C(CC[C@@H]1CC2)=O